C(C)(C)(C)OC(=O)C=1C=2N(C=CC1O)N=CN2 7-hydroxy-[1,2,4]triazolo[1,5-a]pyridine-8-carboxylic acid tert-butyl ester